hexyl 4-((methoxy carbonyl)amino)-2,3-dimethylpentanoate COC(=O)NC(C(C(C(=O)OCCCCCC)C)C)C